CN1N=NNC1=O 1-methyl-1,4-dihydro-5H-tetrazol-5-one